5-propyl-2-(1H-pyrazol-4-yl)-3-(2-trimethylsilylethoxymethyl)imidazo[2,1-b]purin-4-one C(CC)N1C=2N(C=3N=C(N(C3C1=O)COCC[Si](C)(C)C)C=1C=NNC1)C=CN2